The molecule is a dicarboxylic acid monoamide obtained by formal condensation of the anilino group of P-(4-aminobenzyl)-N-(4-nitrophenyl)phosphonamidic acid with one of the carboxy groups of glutaric acid. It has a role as a hapten. It is an organic phosphoramidate, a C-nitro compound and a dicarboxylic acid monoamide. It derives from a 4-nitroaniline and a glutaric acid. C1=CC(=CC=C1CP(=O)(NC2=CC=C(C=C2)[N+](=O)[O-])O)NC(=O)CCCC(=O)O